3-(4-hydroxy-3-methoxyphenylethyl)-2,6-dimethoxyphenol OC1=C(C=C(C=C1)CCC=1C(=C(C(=CC1)OC)O)OC)OC